methyl 1-indolizinecarboxylate C=1(C=CN2C=CC=CC12)C(=O)OC